methylene 1,3-propanedisulfonate C1CCS(=O)(=O)OCOS1(=O)=O